ClC1=CC(=C(C=C1Cl)C(NS(=O)C(C)(C)C)C1CCN(CC1)S(=O)(=O)C1=CC=C(C)C=C1)O N-((4,5-dichloro-2-hydroxyphenyl)(1-tosylpiperidin-4-yl)methyl)-2-methylpropane-2-sulfinamide